L-1-(3-Dimethylaminopropyl)-3-ethylcarbodiimide hydrochloride Cl.CN(CCCN=C=NCC)C